(S)-8-((3S,5R)-4-acryloyl-3,5-dimethylpiperazin-1-yl)-11-(4-fluorophenyl)-3-(hydroxymethyl)-10-(trifluoromethyl)-3,4-dihydro-2H,6H-[1,4]thiazepino[2,3,4-ij]quinazolin-6-one C(C=C)(=O)N1[C@H](CN(C[C@H]1C)C1=NC(N2C3=C(C(=C(C=C13)C(F)(F)F)C1=CC=C(C=C1)F)SC[C@@H](C2)CO)=O)C